ethyl 2-(5-bromo-2-pyridyl)propanoate BrC=1C=CC(=NC1)C(C(=O)OCC)C